BrC1=C(C(=O)O)C=C(C=C1)OCC1CCCCC1 2-bromo-5-(cyclohexylmethoxy)benzoic acid